C(#N)/C(/C(=O)NC1=CC=C(C=C1)S(=O)(=O)NCCC)=C(\C=1C=NOC1C)/O (Z)-2-cyano-3-hydroxy-3-(5-methylisoxazol-4-yl)-N-(4-(N-propylaminosulfonyl)phenyl)acrylamide